FC(C1=NC(=NO1)C1=CC=C(C=C1)CNC(=O)N)(F)F ({4-[5-(trifluoromethyl)-1,2,4-oxadiazol-3-yl]phenyl}methyl)urea